N-{3-[2-(4-chloro-3-fluorophenoxy)acetamido]bicyclo[1.1.1]pentan-1-yl}-4-hydroxy-7-(trifluoromethyl)-3,4-dihydro-2H-1-benzopyran-2-carboxamide ClC1=C(C=C(OCC(=O)NC23CC(C2)(C3)NC(=O)C3OC2=C(C(C3)O)C=CC(=C2)C(F)(F)F)C=C1)F